1-tert-butyl 2-ethyl (2S,5R)-5-(3,4-dichlorobenzamido)piperidine-1,2-dicarboxylate ClC=1C=C(C(=O)N[C@@H]2CC[C@H](N(C2)C(=O)OC(C)(C)C)C(=O)OCC)C=CC1Cl